2-[7-bromo-2-(1-methyl-1H-pyrazol-4-yl)[1,2,4]triazolo[1,5-c]quinazolin-5-yl]-N-(2-methoxyethyl)-D-valinamide BrC1=CC=CC=2C=3N(C(=NC12)[C@@](N)(C(C)C)C(=O)NCCOC)N=C(N3)C=3C=NN(C3)C